N-(3-(5-chloro-2-methoxyphenyl)-1-(2-(ethyl(isopropyl)amino)-2-oxoethyl)-1H-pyrazol-4-yl)pyrazolo[1,5-a]pyrimidine-3-carboxamide ClC=1C=CC(=C(C1)C1=NN(C=C1NC(=O)C=1C=NN2C1N=CC=C2)CC(=O)N(C(C)C)CC)OC